tributylammonium tetrakis-(4-fluorophenyl)borate FC1=CC=C(C=C1)[B-](C1=CC=C(C=C1)F)(C1=CC=C(C=C1)F)C1=CC=C(C=C1)F.C(CCC)[NH+](CCCC)CCCC